CN1[C@]2(CCN(C2=O)C(C(=O)N)C)CCCC1 2-[(5S)-6-methyl-1-oxo-2,6-diazaspiro[4.5]decan-2-yl]propanamide